N1C=NC2=C1C=CC(=C2)N2C(NC(C2C=2C=CC1=C(OCCO1)C2)=O)=O 1-(1H-benzo[d]imidazol-5-yl)-5-(2,3-dihydrobenzo[b][1,4]dioxin-7-yl)imidazolidine-2,4-dione